(3S,4R)-4-(4-(4-(dimethoxymethyl)piperidin-1-yl)phenyl)-3-(3-(trifluoromethoxy)phenyl)isochroman-7-ol COC(C1CCN(CC1)C1=CC=C(C=C1)[C@H]1[C@H](OCC2=CC(=CC=C12)O)C1=CC(=CC=C1)OC(F)(F)F)OC